5-(1-(3,5-difluorophenyl)ethoxy)3-(5-(1-methylpiperidin-4-yl)-1,4,5,6-tetrahydropyrrolo[3,4-d]imidazol-2-yl)-1H-indazole FC=1C=C(C=C(C1)F)C(C)OC=1C=C2C(=NNC2=CC1)C1=NC2=C(N1)CN(C2)C2CCN(CC2)C